4-((1-benzylpiperidin-4-yl)(methyl)amino)-N-(6-fluoropyridin-2-yl)-5-methylthiophene-2-sulfonamide C(C1=CC=CC=C1)N1CCC(CC1)N(C=1C=C(SC1C)S(=O)(=O)NC1=NC(=CC=C1)F)C